OC1=CC(CC(C1)C1=CN=C(S1)OC1=CC=C(C=C1)OC(F)(F)F)=O 3-hydroxy-5-(2-(4-(trifluoromethoxy)phenoxy)thiazol-5-yl)cyclohex-2-en-1-one